C(C)(=O)N1CCC(CC1)C=1C=CC=C2C=C(N(C12)CC1CC1)C=O 7-(1-acetylpiperidin-4-yl)-1-(cyclopropylmethyl)-1H-indole-2-carbaldehyde